[Cl-].C(C=C)OCC(C[N+](C)(C)C)O 3-(allyloxy)-2-hydroxypropyl-trimethyl-ammonium chloride